COC1=C(OC2=CC=C(C=C2)NC2=NC=NC3=CC=C4C(=C23)OCCN4CC=C)C=CC=C1 1-(10-((4-(2-methoxyphenoxy)phenyl)amino)-2,3-dihydro-4H-[1,4]oxazino[2,3-f]quinazolin-4-yl)prop-2-en